ClC=1C=C(C=C2C(=NC=NC12)N1CC(CCC1)CNS(=O)(=O)C)F N-((1-(8-CHLORO-6-FLUOROQUINAZOLIN-4-YL)PIPERIDIN-3-YL)METHYL)METHANESULFONAMIDE